n-hexyl-aluminum oxide [O-2].C(CCCCC)[Al+2]